4-bromo-5-[4-(3-phenoxy-benzyl)-piperazin-1-yl]-benzofuran-2-carboxylic acid BrC1=C(C=CC2=C1C=C(O2)C(=O)O)N2CCN(CC2)CC2=CC(=CC=C2)OC2=CC=CC=C2